N-methyl-3,4-dichloroaniline CNC1=CC(=C(C=C1)Cl)Cl